(S,S,E)-4'-(2-(1-hydroxyethyl)-4-(methoxyimino)pyrrolidine-1-carbonyl)-2-methyl-[1,1'-biphenyl]-3-carbonitrile O[C@@H](C)[C@H]1N(C/C(/C1)=N/OC)C(=O)C1=CC=C(C=C1)C1=C(C(=CC=C1)C#N)C